N-(5-chloro-6-(2H-1,2,3-triazol-2-yl)pyridin-3-yl)-1-(8-fluoroimidazo[1,2-a]pyridin-5-yl)-5-(trifluoromethyl)-1H-pyrazole-4-carboxamide ClC=1C=C(C=NC1N1N=CC=N1)NC(=O)C=1C=NN(C1C(F)(F)F)C1=CC=C(C=2N1C=CN2)F